FC1=C(C=CC=C1)C(C)NC(C1=CN=CC=C1)=O N-(1-(2-fluorophenyl)ethyl)nicotinamide